C(C=C)SSSCC=C di(2-propenyl) trisulfide